N1(CCC[C@@H]2CCCC[C@H]12)C([C@@H](CNC)N(CC1=C(C=C(C=C1)OC)OC)C1CC1)=O (2R)-1-[(4aS,8aS)-decahydroquinolin-1-yl]-2-{cyclopropyl[(2,4-dimethoxyphenyl)methyl]amino}-3-(methylamino)propan-1-one